(S)-4-methyl-3-(1-(pyrazolo[1,5-a]pyrazin-3-yl)pyrrolidin-3-yl)-N-(5-(trifluoromethyl)pyridin-3-yl)benzamide CC1=C(C=C(C(=O)NC=2C=NC=C(C2)C(F)(F)F)C=C1)[C@H]1CN(CC1)C=1C=NN2C1C=NC=C2